5-[(2-chloro-5-fluorophenyl)carbonyl]-6-{[(2,4-dimethoxyphenyl)methyl]amino}-1-methylindazole-4-carbonitrile ClC1=C(C=C(C=C1)F)C(=O)C1=C(C=2C=NN(C2C=C1NCC1=C(C=C(C=C1)OC)OC)C)C#N